NC1=C(C=C(C=N1)OC=1N=C(SC1C1=NC(=NC=C1)N[C@@H]1CN(C[C@H](C1)F)C(=O)OC(C)(C)C)C)Cl tert-butyl (3S,5S)-3-[[4-[4-[(6-amino-5-chloro-3-pyridyl)oxy]-2-methyl-thiazol-5-yl]pyrimidin-2-yl]amino]-5-fluoro-piperidine-1-carboxylate